C(C=C)(=O)N1[C@@H](C[C@H](C1)OC)COC=1C(=NC=NC1N)C=1C(=C(C=C(C1)F)N1CC2=CC=C(C=C2CC1)C1CC1)CO 2-(3-(5-(((2S,4R)-1-Acryloyl-4-methoxypyrrolidin-2-yl)methoxy)-6-aminopyrimidin-4-yl)-5-fluoro-2-(hydroxymethyl)phenyl)-6-cyclopropyl-3,4-dihydroisoquinolin